OC12C(C=3C=C(SC3N=C2N(CC1)C1=CC=C(C=C1)OC(F)(F)F)C)=O 9-Hydroxy-5-methyl-12-[4-(trifluoromethoxy)phenyl]-4-thia-2,12-diazatricyclo[7.3.0.03,7]dodeca-1,3(7),5-trien-8-one